5-(4-chloro-3-fluoro-phenyl)-2-(3,4-dichlorophenyl)-1-ethyl-6-methyl-4-oxo-pyridine-3-carboxylic acid ClC1=C(C=C(C=C1)C=1C(C(=C(N(C1C)CC)C1=CC(=C(C=C1)Cl)Cl)C(=O)O)=O)F